ClC1=C2C=C(NC2=CC(=C1OC(C)C1=CC=CC=C1)Cl)C(=O)O 4,6-Dichloro-5-(1-phenylethoxy)-1H-indole-2-carboxylic acid